(1S,2R)-2-((5-chloro-2-((4-(4-methylpiperazin-1-yl)-2-(trifluoromethyl)phenyl)amino)-pyrimidin-4-yl)amino)cyclopentane-1-carboxamide ClC=1C(=NC(=NC1)NC1=C(C=C(C=C1)N1CCN(CC1)C)C(F)(F)F)N[C@H]1[C@H](CCC1)C(=O)N